CO[C@@H](C(=O)O)C (R)-2-methoxypropanoic acid